2-Cyclopropyl-N-{(1S)-3-[3-exo-(2-methyl-1H-benzimidazol-1-yl)-8-azabicyclo[3.2.1]oct-8-yl]-1-phenylpropyl}acetamide C1(CC1)CC(=O)N[C@@H](CCN1C2CC(CC1CC2)N2C(=NC1=C2C=CC=C1)C)C1=CC=CC=C1